(R)-7-(5-chloro-2-((3-methylisoxazole-5-yl)amino)pyridine-4-yl)-2-(5-fluoro-2-(hydroxymethyl)benzyl)-3-(methoxymethyl)-3,4-dihydropyrrolo[1,2-a]pyrazine-1(2H)-one ClC=1C(=CC(=NC1)NC1=CC(=NO1)C)C=1C=C2N(C[C@@H](N(C2=O)CC2=C(C=CC(=C2)F)CO)COC)C1